(R)-N-(2'-chloro-3'-(5-(((2-hydroxypropyl)amino)methyl)-6-methoxypyridin-2-yl)-2-methyl-[1,1'-biphenyl]-3-yl)-1,3-dimethyl-2,4-dioxo-1,2,3,4-tetrahydropyrimidine-5-carboxamide ClC1=C(C=CC=C1C1=NC(=C(C=C1)CNC[C@@H](C)O)OC)C1=C(C(=CC=C1)NC(=O)C=1C(N(C(N(C1)C)=O)C)=O)C